FC=1C=C(C=CC1C=1N=C2SC3=C(N2C1)C=C(C(=C3)C(NC3CCN(CC3)C)=O)OC)C3CN(CC3)C(=O)OC(C)(C)C tert-butyl 3-(3-fluoro-4-(6-methoxy-7-((1-methylpiperidin-4-yl)carbamoyl)benzo[d]imidazo[2,1-b]thiazol-2-yl)phenyl)pyrrolidine-1-carboxylate